(2S,4R)-1-(2-(3-acetyl-5-(2-methylpyrimidin-5-yl)-1H-indazol-1-yl)acetyl)-4-fluoro-N-(2,2',3',4',5',6'-hexafluorobiphenyl-3-yl)pyrrolidine-2-carboxamide C(C)(=O)C1=NN(C2=CC=C(C=C12)C=1C=NC(=NC1)C)CC(=O)N1[C@@H](C[C@H](C1)F)C(=O)NC=1C(=C(C=CC1)C1=C(C(=C(C(=C1F)F)F)F)F)F